[Eu].N1C=NCC1 imidazoline europium